(1-(1-(cis-4-isopropylcyclohexyl)piperidin-4-yl)-3-((methoxyimino)methyl)-1H-indol-2-yl)methyl sulfamate S(N)(OCC=1N(C2=CC=CC=C2C1C=NOC)C1CCN(CC1)[C@@H]1CC[C@@H](CC1)C(C)C)(=O)=O